3-chloro-2-hydroxypropyl-N,N,N-trimethylammonium chloride [Cl-].ClCC(C[N+](C)(C)C)O